FC(C1=C(C=C2CCCN(C2=C1)C1=C2CN(C(N(C2=CC(=C1)C(=C)C)C)=O)C)C=1C=CC(=NC1)C(=O)OC)F methyl 5-(7-(difluoromethyl)-1-(1,3-dimethyl-2-oxo-7-(prop-1-en-2-yl)-1,2,3,4-tetrahydroquinazolin-5-yl)-1,2,3,4-tetrahydroquinolin-6-yl)picolinate